ClC1=C(C=CC=C1)[C@@H](C)OC(=O)NC=1C(=NOC1C1=CC=C(C(=N1)C)CNC(=O)C1C(C1C(=O)OC)(F)F)C methyl 3-(((6-(4-((((R)-1-(2-chlorophenyl)ethoxy)carbonyl)amino)-3-methylisoxazol-5-yl)-2-methylpyridin-3-yl)methyl)carbamoyl)-2,2-difluorocyclopropane-1-carboxylate